C(C)(C)(CC(C)(C)C)O tertiary octanol